4-hydroxy-N-(2-hydroxy-2-methylpropyl)-N-methylcyclohexanecarboxamide OC1CCC(CC1)C(=O)N(C)CC(C)(C)O